CCNCC1=CC(=CC=C1)Br N-(3-bromobenzyl)ethanamine